N-((4-((3-(difluoromethoxy)benzyl)amino)-3-nitrophenyl)sulfonyl)-2-(3,4-dihydro-2H-pyrrolo[3',2':5,6]pyrido[2,3-b][1,4]oxazepin-1(7H)-yl)benzamide FC(OC=1C=C(CNC2=C(C=C(C=C2)S(=O)(=O)NC(C2=C(C=CC=C2)N2C3=C(OCCC2)N=C2C(=C3)C=CN2)=O)[N+](=O)[O-])C=CC1)F